(E)-3-(4-((E)-2-cyclopropyl-1-(4-fluoro-1H-indazol-5-yl)-2-(4-fluoro-2-methylphenyl)vinyl)phenyl)acrylic acid C1(CC1)\C(=C(/C=1C(=C2C=NNC2=CC1)F)\C1=CC=C(C=C1)/C=C/C(=O)O)\C1=C(C=C(C=C1)F)C